N-(4-(N-(2,4-dibromobenzyl)-N-(4-fluorobenzyl)sulfamoyl)phenyl)-2-(pyridin-4-yl)cyclopropane-1-carboxamide BrC1=C(CN(S(=O)(=O)C2=CC=C(C=C2)NC(=O)C2C(C2)C2=CC=NC=C2)CC2=CC=C(C=C2)F)C=CC(=C1)Br